N-(((1r,4r)-4-cyanocyclohexyl)methyl)-2-(1H-imidazol-1-yl)-5H-pyrrolo[3,2-d]pyrimidine-4-carboxamide C(#N)C1CCC(CC1)CNC(=O)C=1C2=C(N=C(N1)N1C=NC=C1)C=CN2